CC([C@@H](C(=O)N1[C@H](C[C@@H](C1)O)C(=O)NC)N1N=NC(=C1)CC1N(CCCC1)C)(C)C (2R,4S)-1-[(2S)-3,3-dimethyl-2-[4-[(1-methyl-2-piperidyl)methyl]triazol-1-yl]butanoyl]-4-hydroxy-N-methyl-pyrrolidine-2-carboxamide